ClC1=C(C(=C(C(=C1OC)Cl)Cl)OC)O 2,4,5-trichloro-3,6-dimethoxyphenol